N-(3-(3,4-dihydroisoquinolin-2(1H)-yl)-2-hydroxypropyl)-4-((tetrahydro-2H-pyran-4-yl)amino)picolinamide C1N(CCC2=CC=CC=C12)CC(CNC(C1=NC=CC(=C1)NC1CCOCC1)=O)O